(+-)-2-ethyl-4,4-dimethyl-1,3-oxathiolane C(C)[C@@H]1OCC(S1)(C)C |r|